(10S,13S)-10-(4-(dipropylamino)butyl)-13-isopropyl-20-(2-(methylsulfonyl)pyrimidin-5-yl)-6,9,12,15-tetraoxo-3-oxa-5,8,11,14-tetraazaeicosan-19-ynoic acid C(CC)N(CCCC[C@@H](C(NCC(NCOCC(=O)O)=O)=O)NC([C@@H](NC(CCCC#CC=1C=NC(=NC1)S(=O)(=O)C)=O)C(C)C)=O)CCC